2-(4-((3S)-1-(2-((2,6-dioxopiperidin-3-yl)amino)benzyl)piperidin-3-yl)phenyl)-2H-indazole-7-carboxamide O=C1NC(CCC1NC1=C(CN2C[C@@H](CCC2)C2=CC=C(C=C2)N2N=C3C(=CC=CC3=C2)C(=O)N)C=CC=C1)=O